1-(3-bromo-2-fluoro-6-methylphenyl)ethan-1-one BrC=1C(=C(C(=CC1)C)C(C)=O)F